(cis)-tert-Butyl 1-(4-(allyloxy)-3,3-dimethyl-4-oxobutyl)-6,6-difluoro-2-(2,2,2-trifluoroacetyl)hexahydropyrrolo[3,2-c]pyrazole-4(2H)-carboxylate C(C=C)OC(C(CCN1N(C[C@H]2[C@@H]1C(CN2C(=O)OC(C)(C)C)(F)F)C(C(F)(F)F)=O)(C)C)=O